BrCC=1N=C2N(N1)C(CC2F)C2=CC=CC=C2 2-(bromomethyl)-7-fluoro-5-phenyl-6,7-dihydro-5H-pyrrolo[1,2-b][1,2,4]triazole